CN1C[C@H]2[C@@H](C1)CCN2C2=C(C=NC=1NC3=C(C=C(C=C3C12)Cl)NC)C=1C=C2C(C(=CN(C2=NC1)C)C(=O)O)=O 6-[4-[(3aR,6aR)-5-methyl-2,3,3a,4,6,6a-hexahydropyrrolo[2,3-c]pyrrol-1-yl]-6-chloro-8-(methylamino)-9H-pyrido[2,3-b]indol-3-yl]-1-methyl-4-oxo-1,8-naphthyridine-3-carboxylic acid